benzyl 4-(4-bromophenyl)piperidine-1-carboxylate BrC1=CC=C(C=C1)C1CCN(CC1)C(=O)OCC1=CC=CC=C1